C1(=CC=C(C=C1)C=O)C=1C(=CC=CC1)C1=CC=CC=C1 terphenyl-4-carboxaldehyde